5-amino-5-(isopentyloxycarbonyl)-8-(4-(4-(methylsulfonyl)benzyl)piperazin-1-yl)octylboronic acid NC(CCCCB(O)O)(CCCN1CCN(CC1)CC1=CC=C(C=C1)S(=O)(=O)C)C(=O)OCCC(C)C